C(=C)OCCOC(=O)CCC(=O)O 3-(2-vinyloxyethoxycarbonyl)propionic acid